[Ni].[K].[Na] sodium potassium nickel